11-amino-3-cyclopropyl-7-isopropyl-4-(trifluoromethyl)-4,5,6,7-tetrahydroisoxazolo[4'',3'':6',7']cyclohepta[1',2':4,5]pyrrolo[2,3-d]pyrimidin-4-ol NC=1C2=C(N=CN1)N(C1=C2C=2C(C(CC1)(O)C(F)(F)F)=C(ON2)C2CC2)C(C)C